C1(CC1)C=1N=CN(C1)C1=CC=2N(C=C1)C=CN2 7-(4-cyclopropylimidazol-1-yl)imidazo[1,2-a]pyridine